C(C)(C)(C)B tertiary butyl-borane